tert-butyl (1S,2S,3S,6R,7S)-3-{[(1S)-1-carbamoyl-2-[(3S)-2-oxopyrrolidin-3-yl]ethyl]carbamoyl}-9-methylidene-4-azatricyclo[5.2.1.0^{2,6}]decane-4-carboxylate C(N)(=O)[C@H](C[C@H]1C(NCC1)=O)NC(=O)[C@@H]1[C@H]2[C@H]3C(C[C@@H]([C@H]2CN1C(=O)OC(C)(C)C)C3)=C